(R)-4-(5-fluoro-4-(1-methyl-1H-pyrazol-5-yl)imidazo[1,5-b]pyridazin-2-yl)-3-methylmorpholine FC=1N=CN2N=C(C=C(C21)C2=CC=NN2C)N2[C@@H](COCC2)C